(1r,4r)-N1-(4-(5-(cyclobutylmethyl)-1-isopropyl-1H-pyrazol-4-yl)pyrimidin-2-yl)cyclohexane-1,4-diamine C1(CCC1)CC1=C(C=NN1C(C)C)C1=NC(=NC=C1)NC1CCC(CC1)N